C(#N)\C(=C/[C@H]1C([C@@H]1C(=O)OC)(C)C)\C methyl (1r,3r)-3-[(Z)-2-cyano-1-propen-1-yl]-2,2-dimethylcyclopropane-ate